4-(4-((dipentylamino)methyl)-1H-1,2,3-triazol-1-yl)benzoic acid C(CCCC)N(CCCCC)CC=1N=NN(C1)C1=CC=C(C(=O)O)C=C1